(S)-N-(4-(4-methylpiperazin-1-yl)phenyl)-4-(3-phenylisoxazolidin-2-yl)-5-(trifluoromethyl)-7H-pyrrolo[2,3-d]pyrimidin-2-amine CN1CCN(CC1)C1=CC=C(C=C1)NC=1N=C(C2=C(N1)NC=C2C(F)(F)F)N2OCC[C@H]2C2=CC=CC=C2